CC=1C=C(C=CC1C)C1=CC=C(C(=N1)O)C1=NCC2(CN1)C=CS(CC2)(=O)=O 3-(6-(3,4-dimethylphenyl)-2-hydroxypyridin-3-yl)-9-thia-2,4-diazaspiro[5.5]undeca-2,7-diene 9,9-dioxide